C(C1=CC=CC=C1)N1[C@@H](C[C@H](C1)O)C(=O)OC (2S,4R)-Methyl 1-benzyl-4-hydroxypyrrolidine-2-carboxylate